(S)-5-benzyl-N-(7-(2-benzyl-1-oxo-2,9-diazaspiro[5.5]undec-9-yl)-5-methyl-4-oxo-2,3,4,5-tetrahydrobenzo[b][1,4]oxazepin-3-yl)-1H-1,2,4-triazole-3-carboxamide C(C1=CC=CC=C1)C1=NC(=NN1)C(=O)N[C@@H]1C(N(C2=C(OC1)C=CC(=C2)N2CCC1(CCCN(C1=O)CC1=CC=CC=C1)CC2)C)=O